N1=C(C=CC=C1)SCC=O 2-(PYRIDIN-2-YLSULFANYL)ACETALDEHYDE